C1=CC=C(C(=C1)C(C(=O)O)NCCNC(C2=CC=CC=C2O)C(=O)O)O ethylenediamine-N,N'-bis(2-hydroxyphenylacetic acid)